CC1=CC=C(S1)C(=O)N/N=C(\C)/C1=CC2=CC=CC=C2C=C1 (E)-5-methyl-N'-(1-(naphthalen-2-yl)ethylidene)thiophene-2-carbohydrazide